N=1C=C(N2N=CC=CC21)C(N)=S imidazo[1,2-b]pyridazine-3-carbothioamide